COC(=O)C1=CN(C(C=C1OS(=O)(=O)C(F)(F)F)=O)C1(COCC1)C 1-(3-methyltetrahydrofuran-3-yl)-6-oxo-4-(((trifluoromethyl)sulfonyl)oxy)-1,6-dihydropyridine-3-carboxylic acid methyl ester